2-[4-ethyl-3-(4,4,5,5-tetramethyl-1,3,2-dioxaborolan-2-yl)phenyl]propan-2-ol C(C)C1=C(C=C(C=C1)C(C)(C)O)B1OC(C(O1)(C)C)(C)C